[Si](C)(C)(C(C)(C)C)OC1CCC2(CC(C2)O)CC1 7-[tert-butyl(dimethyl)silyl]oxyspiro[3.5]nonan-2-ol